N-(3-(cyclopropylsulfonyl)cyclohexyl)-2-(6-(6-((cis)-2,6-dimethylmorpholino)pyridin-2-yl)isoquinolin-3-yl)acetamide C1(CC1)S(=O)(=O)C1CC(CCC1)NC(CC=1N=CC2=CC=C(C=C2C1)C1=NC(=CC=C1)N1C[C@@H](O[C@@H](C1)C)C)=O